dimethyl-din-butoxysilane C[Si](OCCCC)(OCCCC)C